methyl 4-(4-chlorophenyl)-8-iodo-2-methyl-6-oxo-1,6-dihydro-4H-pyrimido[2,1-b]quinazoline-3-carboxylate ClC1=CC=C(C=C1)C1C(=C(NC2=NC3=CC=C(C=C3C(N21)=O)I)C)C(=O)OC